4-(2-hydroxypropan-2-yl)thiazole-2-sulfonimidamide OC(C)(C)C=1N=C(SC1)S(=O)(N)=N